Tert-butyl 4-(6-((1-amino-1-oxoprop-2-yl) thio)-3,5-dicyano-4-cyclopropylpyridin-2-yl)-1,4-diazepan-1-carboxylate NC(C(C)SC1=C(C(=C(C(=N1)N1CCN(CCC1)C(=O)OC(C)(C)C)C#N)C1CC1)C#N)=O